ClC1=CC=C2C(=NC=NC2=C1)NC(CCCN1C(NCC1=O)=O)C 3-(4-((7-chloroquinazolin-4-yl)amino)pentyl)imidazolidine-2,4-dione